C(CCC)N1N=NN=C1C(N1CCN(CC1)C1=C(C=NC=C1Cl)Cl)C=1OC(=CC1)C 1-((1-butyl-1H-tetrazol-5-yl)(5-methylfuran-2-yl)methyl)-4-(3,5-dichloropyridin-4-yl)piperazine